CN(C)C1=CC=CC=C1N N,N-dimethyl-p-benzeneDiamine